CCCCC[Si](C)(C)CCCOCCC γ-methylpropyl-propyl-oxypropyl-trimethylsilane